ClC1=NC2=C(C(=C(C=C2C(=N1)N1C[C@H](N(C[C@@H]1C)C(=O)OC(C)(C)C)C)Cl)C1=C(C=CC=C1OC)F)F (2R,5S)-tert-Butyl 4-(2,6-dichloro-8-fluoro-7-(2-fluoro-6-methoxyphenyl)quinazolin-4-yl)-2,5-dimethylpiperazine-1-carboxylate